4-(3-(4-bromophenyl)-5-phenyl-1H-1,2,4-triazol-1-yl)benzenesulfonamide BrC1=CC=C(C=C1)C1=NN(C(=N1)C1=CC=CC=C1)C1=CC=C(C=C1)S(=O)(=O)N